O=C(/C=C/C1=CC=C(OC2=C(C=CC=C2C(=O)O)C(=O)O)C=C1)C1=CC=CC=C1 2-[4-[(E)-3-Oxo-3-phenylprop-1-enyl]phenoxy]benzene-1,3-dicarboxylic acid